FC=1C=C(CN2C(C3=CC=CC=C3C2=O)CC2=C(C#N)C=CC=C2)C=C(C1O)F 2-((2-(3,5-difluoro-4-hydroxybenzyl)-3-oxoisoindolin-1-yl)methyl)benzonitrile